C(C)(C)(C)N(C(O)=O)[C@H]1[C@H]2CC[C@@H]([C@@H](C1)C)N2C#N.FC2=C(C=C(C=C2F)F)B(F)F 2,3,5-trifluorophenyl-difluoroborane tert-butyl-((1R,2R,4R,5S)-8-cyano-4-methyl-8-azabicyclo[3.2.1]octan-2-yl)carbamate